ClC=1C=C2C=CC(CC2=C(C1)F)(O)C1=CC=C2C=NC(=NC2=C1)O[C@@H](CN1CCCCC1)C 6-chloro-8-fluoro-2-(((R)-1-(piperidin-1-yl)prop-2-yloxy)quinazolin-7-yl)naphthalen-2-ol